F[C@@H]1C[C@H](N(C1)C(CN1N=C(C2=CC(=CC=C12)C1=CN=NC=C1)C(=O)N)=O)C(NC=1SC=C(N1)C1=C(N=C2SC=CN21)C)=O 1-(2-((2S,4R)-4-fluoro-2-(4-(6-methylimidazo[2,1-b]thiazol-5-yl)thiazol-2-ylcarbamoyl)pyrrolidin-1-yl)-2-oxoethyl)-5-(pyridazin-4-yl)-1H-indazole-3-carboxamide